rac-(3aR,6aR)-1-(4-(3-chloropyridin-4-yl)-3-methoxybenzoyl)hexahydropyrrolo[3,4-b]pyrrole-5(1H)-carbonitrile ClC=1C=NC=CC1C1=C(C=C(C(=O)N2[C@@H]3[C@H](CC2)CN(C3)C#N)C=C1)OC |r|